[Cl-].[Cl-].[Zr+2].CC1=C(C(=CC(=C1)C)C)C1=NNC(C2=CC=CC=C12)=O.CC1=C(C(=CC(=C1)C)C)C1=NNC(C2=CC=CC=C12)=O bis[4-(2,4,6-trimethylphenyl)-2,3-naphthyridin-1-one] zirconium dichloride